1-[4-[[4-[[4-(trifluoromethyl)phenyl]methyl]pyrazolo[1,5-a]pyridine-3-carbonyl]amino]phenyl]cyclopropanecarboxylic acid FC(C1=CC=C(C=C1)CC=1C=2N(C=CC1)N=CC2C(=O)NC2=CC=C(C=C2)C2(CC2)C(=O)O)(F)F